3-(4-phenyl-1H-1,2,3-triazol-1-yl)propanoate C1(=CC=CC=C1)C=1N=NN(C1)CCC(=O)[O-]